1-(2-Carbonyl-1,2-dihydro-1,2a-diazabenzo[cd]azulen-6-yl)-5-(trifluoromethyl)-N-(2-(trifluoromethyl)pyridin-4-yl)-1H-pyrazole-4-carboxamide C(=O)=C1NC=2C=CC=C(C=3C2N1C=CC3)N3N=CC(=C3C(F)(F)F)C(=O)NC3=CC(=NC=C3)C(F)(F)F